6-(1,2,3,6-tetrahydropyridin-4-yl)pyridazin N1CCC(=CC1)C1=CC=CN=N1